3-[4-[2-(2-pyridyl)diazenyl]phenoxy]-1-propylamine N1=C(C=CC=C1)N=NC1=CC=C(OCCCN)C=C1